CN(C)\C=C/1\CCN(CCC1=O)C(=O)OC(C)(C)C tert-butyl (Z)-4-((dimethylamino)methylene)-5-oxoazepane-1-carboxylate